(S)-1-((S)-1-(2-((S)-amino(4,4-difluorocyclohexyl)methyl)benzo[d]oxazol-5-yl)-2-methoxyethyl)-4-(trifluoromethyl)-imidazolidin-2-one hydrochloride salt Cl.N[C@H](C=1OC2=C(N1)C=C(C=C2)[C@@H](COC)N2C(N[C@@H](C2)C(F)(F)F)=O)C2CCC(CC2)(F)F